2',6'-bis(benzyloxy)-5-(4-(dimethoxymethyl)piperidin-1-yl)-2,3'-bipyridine C(C1=CC=CC=C1)OC1=NC(=CC=C1C1=NC=C(C=C1)N1CCC(CC1)C(OC)OC)OCC1=CC=CC=C1